Cl.C(#C)C1=NC=C(C=C1)OC1CCNCC1 2-ethynyl-5-(4-piperidinyloxy)pyridine hydrochloride